N-(1-hydroxy-2-methylpropan-2-yl)-4-((2-(2-(trifluoromethoxy)ethyl)hydrazineyl)methyl)benzamide OCC(C)(C)NC(C1=CC=C(C=C1)CNNCCOC(F)(F)F)=O